7-iodo-pyrrolo[2,1-F][1,2,4]triazin-4-amine IC1=CC=C2C(=NC=NN21)N